2-(dimethylamino)-N-[(3R,5S)-1-(8-methoxyquinolin-5-yl)-5-methylpiperidin-3-yl]Acetamide CN(CC(=O)N[C@H]1CN(C[C@H](C1)C)C1=C2C=CC=NC2=C(C=C1)OC)C